ClC1=NC=CC(=C1)C=1C(=NC=CC1)OC=1C=C(C=C(C1)OC)NC(C)=O N-(3-((2'-chloro-[3,4'-bipyridin]-2-yl)oxy)-5-methoxyphenyl)acetamide